OCC=1[N+](=C(N(C1)C)C)C 4-hydroxymethyl-1,2,3-trimethylimidazolium